S(=O)(=O)([O-])[O-].[Zn+2].[As+3] arsenic zinc sulfate